tert-butyl (R)-(1,4-dioxo-1-(tritylamino)heptan-3-yl)carbamate O=C(C[C@H](C(CCC)=O)NC(OC(C)(C)C)=O)NC(C1=CC=CC=C1)(C1=CC=CC=C1)C1=CC=CC=C1